1,2,3-trimethoxybenzaldehyde COC1(C=O)C(C(=CC=C1)OC)OC